O1CCC(CC1)C(=O)ON1C[C@@H](CC1)OC1=CC(=CC=C1)C.[Li] lithium 4-[(3R)-3-(3-methylphenoxy) pyrrolidin-1-yl] tetrahydropyran-4-carboxylate